tri-n-butyl-vinyl-tin C(CCC)[Sn](C=C)(CCCC)CCCC